C12CN(CC(N1)C2)C2=CC=C(C=N2)C2=NC(=CC(=N2)NC2=NNC(=C2)C)C 2-(6-(3,6-diazabicyclo[3.1.1]heptane-3-yl)pyridin-3-yl)-6-methyl-N-(5-methyl-1H-pyrazol-3-yl)pyrimidin-4-amine